OC1CC2CC(C2C1)=O 3-hydroxybicyclo[3.2.0]heptan-6-one